6-chloro-N-(3-methoxy-4-nitrophenyl)pyrimidine-4-amine ClC1=CC(=NC=N1)NC1=CC(=C(C=C1)[N+](=O)[O-])OC